(1S)-(3-(3-(6-oxa-3-azabicyclo[3.1.1]heptan-3-yl)-1,2,4-oxadiazol-5-yl)phenyl)(1,3-dimethylazetidin-3-yl)(4-isopropylphenyl)methanol C12CN(CC(O1)C2)C2=NOC(=N2)C=2C=C(C=CC2)[C@@](O)(C2=CC=C(C=C2)C(C)C)C2(CN(C2)C)C